Methyl-dioxolan-2-yl-acetic acid ethyl ester C(C)OC(C(C1OCCO1)C)=O